C1(=CC=C(C=C1)P(Cl)C1=CC=C(C=C1)C1=CC=CC=C1)C1=CC=CC=C1 di([1,1'-biphenyl]-4-yl)chlorophosphane